3-(2-(dodecanoyloxy)-2,2-diphenylacetoxy)spiro[bicyclo[3.2.1]octane-8,1'-pyrrolidin]-8-ium chloride [Cl-].C(CCCCCCCCCCC)(=O)OC(C(=O)OC1CC2CCC(C1)[N+]21CCCC1)(C1=CC=CC=C1)C1=CC=CC=C1